Diethyl 3,3'-disulfanediylbis(2-amino-4-methoxybenzoate) S(SC=1C(=C(C(=O)OCC)C=CC1OC)N)C=1C(=C(C(=O)OCC)C=CC1OC)N